FC1=C(C=CC=C1)CS(=O)CC1=C(C=CC=C1)F (R)-2-fluoro-phenylmethyl sulfoxide